FC1=C(C(=C(C=C1N1N=C(C=2C1=CN=C(C2)N2CCN(CC2)S(=O)(=O)C2=CC=CC=C2)C)C(F)(F)F)F)O 2,6-Difluoro-3-(3-methyl-5-(4-(phenylsulfonyl)piperazin-1-yl)-1H-pyrazolo[3,4-c]pyridine-1-yl)-5-(trifluoromethyl)phenol